OC=1C2=C(N=C(N1)C(=O)NCCOC)C(=CS2)C2=NC=CC=C2 4-Hydroxy-N-(2-methoxyethyl)-7-(pyridin-2-yl)thieno[3,2-d]pyrimidine-2-carboxamide